C(C)C=1C=CC=C2C=CC=C(C12)N1CC=2N=C(N=C(C2CC1)N1CC2=C(CCC1)NC=N2)OCC21CCCN1CCC2 5-(7-(8-ethylnaphthalen-1-yl)-2-((hexahydro-1H-pyrrolizin-7a-yl)methoxy)-5,6,7,8-tetrahydropyrido[3,4-d]pyrimidin-4-yl)-1,4,5,6,7,8-hexahydroimidazo[4,5-c]azepine